OCC1(CC1)N(C(OC(C)(C)C)=O)C tert-butyl N-[1-(hydroxymethyl)cyclopropyl]-N-methylcarbamate